N[C@H](C=1N=C2N(C=CC(=N2)[C@@H](NC(CCC(F)(F)F)=O)C2CC2)C1)C1CCC(CC1)(F)F N-((S)-(2-((S)-amino(4,4-difluorocyclohexyl)methyl)imidazo[1,2-a]pyrimidin-7-yl)(cyclopropyl)methyl)-4,4,4-trifluorobutanamide